1-bromo-3-(cyclopentyloxy)-2-nitrobenzene BrC1=C(C(=CC=C1)OC1CCCC1)[N+](=O)[O-]